CC1=CN=CC=2N=CN(C(C21)=O)CC2=NC(=NO2)C2[C@H]1CN(C[C@@H]21)C2=CC=C(C=C2)Cl 5-methyl-3-[[3-[(1R,5S,6r)-3-(4-chlorophenyl)-3-azabicyclo[3.1.0]hexane-6-yl]-1,2,4-oxadiazol-5-yl]methyl]pyrido[3,4-d]pyrimidin-4-one